O=C1NC(CCC1N1C(C2=CC=CC(=C2C1=O)NCCCCCCCC(=O)O)=O)=O 8-[[2-(2,6-dioxo-3-piperidinyl)-2,3-dihydro-1,3-dioxo-1H-isoindol-4-yl]amino]-octanoic acid